C(C)NC(C1=CC=C(C=C1)C1NC2=CC=CC=C2CC1)=O N-ethyl-4-(1,2,3,4-tetrahydroquinolin-2-yl)benzamide